BrC=1C=C(C=O)C=CC1OC 3-bromo-4-methoxy-benzaldehyde